NC1=NC=C(C#N)C(=C1)NCC1COCCC1 6-amino-4-(((tetrahydro-2H-pyran-3-yl)methyl)amino)nicotinonitrile